C(C(=C)C)(=O)OCC12CC3(CC(CC(C1)C3)C2)COC(C(=C)C)=O 1,3-adamantanedimethanol dimethacrylate